1-(azetidin-1-yl)-2-[3-[[4-[8-chloro-7-[(2-methyl-3H-benzimidazol-5-yl)oxy]quinoxalin-2-yl]pyrazol-1-yl]methyl]azetidin-1-yl]ethanone N1(CCC1)C(CN1CC(C1)CN1N=CC(=C1)C1=NC2=C(C(=CC=C2N=C1)OC1=CC2=C(N=C(N2)C)C=C1)Cl)=O